2-(L-seryl)-7-methyl-N-(3,4,5-trifluorophenyl)-2,3,3a,4,10,10a-hexahydro-1H,7H-dipyrrolo[3,4-b:3',4'-f][1,4,5]oxathiazocine-8-carboxamide 5,5-dioxide N[C@@H](CO)C(=O)N1CC2NS(C=3C(OCC2C1)=C(N(C3)C)C(=O)NC3=CC(=C(C(=C3)F)F)F)(=O)=O